O1C(=CC=C1)CNC1=C2N=CN(C2=NC=N1)C1OCCCC1 N-(furan-2-ylmethyl)-9-(tetrahydro-2H-pyran-2-yl)-9H-purin-6-amine